N=NC(N=N)=N bisiminoguanidine